(trifluoromethyl)-3,4-dihydro-2H,6H-[1,4]thiazepino[2,3,4-ij]quinazoline-6,8(7H)-dione FC(F)(F)C1CCN2C(NC(C3=CC=CC(=C23)S1)=O)=O